cis-vaccenyl alcohol C(CCCCCCCCC\C=C/CCCCCC)O